ClC=1C=CC2=C(N=CN2)C1 6-Chlorobenzimidazol